COC(C1=C(C(=C(C=C1C)O)C)O)=O 2,4-dihydroxyl-3,6-dimethylbenzoic acid methyl ester